ClC=1C(=CC2=C(N(C(N=C2N2C[C@H](N(C[C@@H]2C)C(=O)OC(C)(C)C)C)=C=O)C=2C(=NC=CC2SC)C(C)C)N1)F tert-butyl (2R,5S)-4-(7-chloro-6-fluoro-1-(2-isopropyl-4-(methylthio) pyridin-3-yl)-2-carbonyl-1,2-dihydropyrido[2,3-d]pyrimidin-4-yl)-2,5-dimethylpiperazine-1-carboxylate